5-(2-ethoxy-3-pyridinyl)-1-isopropyl-3-methyl-N-[(4-methylpyrimidin-2-yl)methyl]pyrazolo[4,3-b]pyridin-7-amine C(C)OC1=NC=CC=C1C1=CC(=C2C(=N1)C(=NN2C(C)C)C)NCC2=NC=CC(=N2)C